C(C=C)(=O)OC1=CC=C(C=C1)C(C)(C)C1=CC=C(C=C1)C(C)(C)C1=CC=C(C=C1)OC(C=C)=O α,α'-bis[4-acryloyloxyphenyl]-1,4-diisopropyl-Benzene